Dibenzofuran-1-yl-(4-dibenzofuran-4-ylphenyl)-(9,9-dimethyl-9H-fluoren-4-yl)amine C1(=CC=CC=2OC3=C(C21)C=CC=C3)N(C3=CC=CC=2C(C1=CC=CC=C1C32)(C)C)C3=CC=C(C=C3)C3=CC=CC2=C3OC3=C2C=CC=C3